N1(N=CC=C1)CC1=CC(=C(C2=C1OCCO2)C#N)F 8-((1H-pyrazol-1-yl)methyl)-6-fluoro-2,3-dihydrobenzo[b][1,4]dioxin-5-carbonitrile